1-[4-[6-benzyloxy-2-(cyclopentylidenemethyl)-4,4-difluoro-3H-naphthalen-1-yl]phenyl]-4-(dimethoxymethyl)piperidine C(C1=CC=CC=C1)OC=1C=C2C(CC(=C(C2=CC1)C1=CC=C(C=C1)N1CCC(CC1)C(OC)OC)C=C1CCCC1)(F)F